C(C)(C)(C)OC(=O)N1C(CN(CC1)C1=CC(=C(C=C1)C(=O)OC)[N+](=O)[O-])C 4-(4-(methoxycarbonyl)-3-nitrophenyl)-2-methylpiperazine-1-carboxylic acid tert-butyl ester